tert-butyl N-(2-hydroxy-1,1-dimethyl-ethyl)carbamate OCC(C)(C)NC(OC(C)(C)C)=O